4-(aminomethyl)-1-(pyridin-3-yl)piperidin-3-ol NCC1C(CN(CC1)C=1C=NC=CC1)O